[(3R,6S)-3-azido-6-[(1S)-1-[benzyloxycarbonyl (methyl)amino]ethyl]tetrahydropyran-2-yl]-(1E)-2,2,2-trifluoro-N-phenyl-ethanimidate N(=[N+]=[N-])[C@H]1C(O[C@@H](CC1)[C@H](C)N(C)C(=O)OCC1=CC=CC=C1)O\C(\C(F)(F)F)=N\C1=CC=CC=C1